C(C)(C)(C)OC(=O)N[C@H](C(=O)O)CCCCC(F)(F)F (S)-2-((tert-butoxycarbonyl)amino)-7,7,7-trifluoroheptanoic acid